FC1=C(C=CC=C1)C1=CC(=CC(=C1)C1=C(C=CC=C1)F)C1=C(C=CC=C1)F 1,3,5-tris(2-fluorophenyl)benzene